O1COC2=C1C=CC(=C2)C=2C=C1C(=NC2)N(N=C1NC(=O)C1=COC=C1)CC(C)C N-(5-(benzo[d][1,3]dioxol-5-yl)-1-isobutyl-1H-pyrazolo[3,4-b]pyridin-3-yl)furan-3-carboxamide